4-((1R,5S)-3,8-diazabicyclo[3.2.1]octan-3-yl)-1-(2-((3-cyclopropyl-1H-1,2,4-triazol-1-yl)sulfonyl)phenyl)-6-fluoro-7-(2-fluoro-6-hydroxyphenyl)pyrido[2,3-d]pyrimidin-2(1H)-one [C@H]12CN(C[C@H](CC1)N2)C=2C1=C(N(C(N2)=O)C2=C(C=CC=C2)S(=O)(=O)N2N=C(N=C2)C2CC2)N=C(C(=C1)F)C1=C(C=CC=C1O)F